C(C)OCC(C)O Propylenglycol monoethyl ether